tert-butyl (tert-butoxycarbonyl)(oct-7-yn-1-yl)carbamate C(C)(C)(C)OC(=O)N(C(OC(C)(C)C)=O)CCCCCCC#C